CN(NC)C(=O)O[C@H]1C[C@H](CC1)C1=CC(=NN1)NC(COC1=C(C(=CC(=C1)OC)O)C=O)=O (1R,3S)-3-(3-(2-(2-formyl-3-hydroxy-5-methoxyphenoxy)acetamido)-1H-pyrazol-5-yl)cyclopentyl 1,2-dimethylhydrazine-1-carboxylate